COCC[N@]1C(C1)C(=O)N(CC(=O)OC(C)(C)C)C tert-butyl (S)-N-(1-(2-methoxyethyl) aziridine-2-carbonyl)-N-methylglycinate